(2S,3R)-3-((7-bromo-4-((5-fluoroquinolin-6-yl)amino)quinazolin-5-yl)oxy)butan-2-ol BrC1=CC(=C2C(=NC=NC2=C1)NC=1C(=C2C=CC=NC2=CC1)F)O[C@@H]([C@H](C)O)C